S(C)(=O)(=O)O.C1=CC=CC=2SC3=CC=CC=C3NC12 10H-phenothiazine mesylate